C(C)OC(=O)C=1N=CN(C1N)C1=C(C=C(C=C1)Cl)Cl 5-amino-1-(2,4-dichlorophenyl)-1H-imidazole-4-carboxylic acid ethyl ester